2-((Tetrahydro-2H-pyran-4-yl)methoxy)isoindoline-1,3-dione O1CCC(CC1)CON1C(C2=CC=CC=C2C1=O)=O